(2R,3S,4R,5R)-5-{4-[(2S)-2-amino-3-methylbutanamido]pyrrolo[2,1-f][1,2,4]triazin-7-yl}-5-cyano-4-hydroxy-2-(hydroxymethyl)oxolan-3-yl (2S)-2-amino-3-methylbutanoate N[C@H](C(=O)O[C@@H]1[C@H](O[C@@]([C@@H]1O)(C#N)C1=CC=C2C(=NC=NN21)NC([C@H](C(C)C)N)=O)CO)C(C)C